C[Si](C#CC1=CC=C(C=C1)[C@H](C)NC(OC(C)(C)C)=O)(C)C tert-butyl N-[(1S)-1-[4-(2-trimethylsilylethynyl)phenyl]ethyl]carbamate